4-((S)-4,4-difluoro-1-((S)-1-((5-((3-fluoropyridin-2-yl)oxy)pyridin-2-yl)amino)-1-oxopropan-2-yl)piperidin-3-yl)pyridine 1-oxide FC1([C@H](CN(CC1)[C@H](C(=O)NC1=NC=C(C=C1)OC1=NC=CC=C1F)C)C1=CC=[N+](C=C1)[O-])F